OC1C=2C(C=CC(C2CCC1)=O)=O 5-hydroxy-5,6,7,8-tetrahydronaphthalene-1,4-dione